Isovalyl-CoA N[C@@](C)(CC)C(=O)SCCNC(CCNC([C@@H](C(COP(OP(OC[C@@H]1[C@H]([C@H]([C@@H](O1)N1C=NC=2C(N)=NC=NC12)O)OP(=O)(O)O)(=O)O)(=O)O)(C)C)O)=O)=O